ClC=1C(=NC(=NC1)NC)C1=CC=C2CN(C(C2=C1)=O)CC(=O)O 2-(6-(5-chloro-2-(methylamino)pyrimidin-4-yl)-1-oxoisoindolin-2-yl)acetic acid